CC(=O)C Dimethyl-formaldehyde